5-iodo-2-methyl-2H-pyrrolo[2,3-c]pyridazine IC=1C=NC2=NN(C=CC21)C